(E)-5-(2-methoxyphenyl)-3-((3-(4-(piperidin-1-ylmethyl)styryl)-1H-indazol-6-yl)methylene)pyrrolidin-2-one COC1=C(C=CC=C1)C1C\C(\C(N1)=O)=C/C1=CC=C2C(=NNC2=C1)C=CC1=CC=C(C=C1)CN1CCCCC1